C(CC(=O)C)(=O)N1C=CC=C1 1-acetoacetylpyrrole